2-Benzoate CC1=CC=CC=C1C(=O)O